Cl.C1(CC1)C(=O)NC=1SC2=C(N1)C=CC(=C2)C=2C=C1C(=NC2)C=CN1C(=O)OC(CNC)C [1-methyl-2-(methylamino)ethyl] 6-[2-(cyclopropanecarbonylamino)-1,3-benzothiazol-6-yl]pyrrolo[3,2-b]pyridine-1-carboxylate, hydrochloride salt